N-(5-((4-(2-cyano-2-methylpropoxy)phenyl)ethynyl)-8-(methylamino)-2,7-naphthyridin-3-yl)cyclopropanecarboxamide C(#N)C(COC1=CC=C(C=C1)C#CC1=C2C=C(N=CC2=C(N=C1)NC)NC(=O)C1CC1)(C)C